C=C1C(C(C(=O)OO)=CC=C1)Cl methylenechloroperoxybenzoic acid